(4-(4-(3-(3-(tert-butyl)-1-phenyl-1H-pyrazol-5-yl)ureido)-3-(methylthio)phenoxy)pyridin-2-yl)carbamic acid tert-butyl ester C(C)(C)(C)OC(NC1=NC=CC(=C1)OC1=CC(=C(C=C1)NC(=O)NC1=CC(=NN1C1=CC=CC=C1)C(C)(C)C)SC)=O